ClC=1C(=NC=CC1C=1C(=C(C=CC1)NC=1C(=C(CNCC2CCC(N2)=O)C=C(C1)F)OC)C)C1=CC(=C(C=C1)CNCC1NC(CC1)=O)OC 5-(((3-((3-(3-chloro-2-(3-methoxy-4-((((5-oxopyrrolidin-2-yl)methyl)amino)methyl)phenyl)pyridin-4-yl)-2-methylphenyl)amino)-5-fluoro-2-methoxybenzyl)amino)methyl)pyrrolidin-2-one